O1C(=CC=C1)CNCCC1=CC=CC=C1 Furan-2-ylmethyl-phenethyl-amine